[Si](C)(C)(C(C)(C)C)OC[C@](CCCC)(C)NC1=C(C(=NC2=CC=CN=C12)Cl)C(=O)OCC ethyl (R)-4-((1-((tert-butyldimethylsilyl) oxy)-2-methylhexan-2-yl) amino)-2-chloro-1,5-naphthyridine-3-carboxylate